Tert-butyl N-[1-[4-[1-(2,6-dioxo-3-piperidyl)-3-methyl-2-oxo-benzimidazol-5-yl]cyclohexyl]-4-piperidyl]carbamate O=C1NC(CCC1N1C(N(C2=C1C=CC(=C2)C2CCC(CC2)N2CCC(CC2)NC(OC(C)(C)C)=O)C)=O)=O